C(C)OC1=C(C=CC=2C=3C(=CC=CC3NC12)C(=O)N)OC ethoxy-2-methoxycarbazole-5-carboxamide